FC(C(=O)[O-])(F)F.FC1=CC=C(C(=O)NC(C)C2=NC=C(C=C2)C(=O)[N+]2=CC=CC=3NCCCC23)C=C1 2-(1-(4-fluorobenzamido)ethyl)-5-picolinoyl-5,6,7,8-tetrahydro-1,5-naphthyridin-1-ium 2,2,2-trifluoroacetate